cadmium-zinc-barium [Ba].[Zn].[Cd]